C1(=C(C(C(C1([2H])[2H])([2H])[2H])([2H])[2H])C(=O)O)C(=O)O cyclopent-1-en-1,2-dicarboxylic acid-d6